FN(C(=O)OCC)C(=O)OC(C)(C)C fluoroBOC-urethane